C(N)(OCC(COC(N)=O)(CCC)C)=O 2-methyl-2-propyltrimethylene dicarbamate